6-(2,5-dioxo-2,5-dihydro-1H-pyrrol-1-yl)-L-norleucine O=C1N(C(C=C1)=O)CCCC[C@H](N)C(=O)O